1-(7-(6-((4-(dimethylamino)cyclohexyl)oxy)pyridin-3-yl)quinoxalin-2-yl)-3-isopropyl-1-methylurea CN(C1CCC(CC1)OC1=CC=C(C=N1)C1=CC=C2N=CC(=NC2=C1)N(C(=O)NC(C)C)C)C